Dichlorostyrol ClC(=CC1=CC=CC=C1)Cl